BrC1=CC=C2NC(C(NC2=C1F)=O)C(C)C 7-bromo-8-fluoro-3-isopropyl-3,4-dihydro-1H-quinoxalin-2-one